C[C@@H]1OCCCC1 (2S,4R)-2-methyltetrahydro-2H-pyran